BrC=1C=C2CCN(CC2=C(C1)C)C1=CC(=C(C=C1)Cl)Cl 6-bromo-2-(3,4-dichlorophenyl)-8-methyl-1,2,3,4-tetrahydroisoquinoline